C(#N)N1CCC(CC1)N1N=NC(=C1C)C1=CC=2N(C(=C1)OC(C)C1=CC=NS1)C(=CN2)C#N 7-[1-(1-Cyano-4-piperidyl)-5-methyl-triazol-4-yl]-5-(1-isothiazol-5-ylethoxy)imidazo[1,2-a]pyridine-3-carbonitrile